1,3-dimethylbutylammonium CC(CC(C)C)[NH3+]